4-[4-(5-bromo-1,3-benzoxazol-2-yl)piperidin-1-yl]-1-methyl-2-oxo-1,2-dihydroquinoline-3-carbonitrile BrC=1C=CC2=C(N=C(O2)C2CCN(CC2)C2=C(C(N(C3=CC=CC=C23)C)=O)C#N)C1